2-((3-(trifluoromethyl)tetrahydrofuran-3-yl)oxy)ethan-1-ol FC(C1(COCC1)OCCO)(F)F